methyl-purineferulic acid CC1=NC2=NC(=NC=C2N1)C1=CC(=C(C=C1/C=C/C(=O)O)OC)O